pyridylthiomethyl-sulfane N1=C(C=CC=C1)SCS